N-(4-chlorobenzyl)-5-(N-methylaminosulfonyl)thiophene-2-carboxamide ClC1=CC=C(CNC(=O)C=2SC(=CC2)S(=O)(=O)NC)C=C1